COC1=CC2=CC3=C(C(OC3)=O)C(=C2C=C1OC)C=1C=NC(=NC1)N(CC(CC)C)C 6,7-dimethoxy-9-(2-(methyl(2-methylbutyl)amino)pyrimidin-5-yl)naphtho[2,3-c]furan-1(3H)-one